tert-butyl 4-amino-4-({2-[(tert-butylcarbonyl)amino]-2-methylpropyl}carbamoyl)piperidine-1-carboxylate NC1(CCN(CC1)C(=O)OC(C)(C)C)C(NCC(C)(C)NC(=O)C(C)(C)C)=O